2,6-dimethyl-6-heptenyl chloride CC(CCl)CCCC(=C)C